C(CCC)SC(=S)SC(C(=O)NCCS(=O)(=O)[O-])C.[Na+] sodium 2-(2-(((butylthio)carbonothioyl)thio)propanamido)ethane-1-sulfonate